C(C)(C)(C)OC(=O)N1C(CCC(C1)CC)=O.COC=1C=C(COC2CNC2)C=CC1C(F)(F)F 3-((3-Methoxy-4-(trifluoromethyl)benzyl)oxy)azetidine tert-butyl-5-ethyl-2-oxo-piperidine-1-carboxylate